CCC1=NN(C(=O)N1CCOC2=CC=CC=C2)CCCN3CCN(CC3)C4=CC(=CC=C4)Cl The molecule is a N-arylpiperazine, a N-alkylpiperazine, a member of triazoles, a member of monochlorobenzenes and an aromatic ether. It has a role as an antidepressant, a serotonergic antagonist, a serotonin uptake inhibitor, an alpha-adrenergic antagonist and an analgesic.